(S)-2-(4-(2-(2-hydroxyphenyl)-5,6,6a,7,9,10-hexahydro-8H-pyrazino[1',2':4,5]pyrazino[2,3-c]pyridazin-8-yl)piperidin-1-yl)acetaldehyde OC1=C(C=CC=C1)C=1C=C2C(=NN1)NC[C@@H]1N2CCN(C1)C1CCN(CC1)CC=O